glycero-3-phosphoethanol OCC(O)COP(=O)(O)OCC